3-CHLORO-2-ISOBUTOXYPYRIDINE-5-BORONIC ACID ClC=1C(=NC=C(C1)B(O)O)OCC(C)C